(3,4-dimethoxyphenyl)octahydrospiro[indole-6,2'-[1,3]dioxolane] COC=1C=C(C=CC1OC)C1OC2(OC1)CCC1CCNC1C2